O=C1[C@]2(C=3C(=NC=CC3)N1)CC1=CC=C(C=C1C2)C(=O)OC methyl (R)-2'-oxo-1,1',2',3-tetrahydrospiro[indene-2,3'-pyrrolo[2,3-b]pyridine]-5-carboxylate